5-(3-(cyclohexylethynyl)phenoxy)-1H-1,2,3-triazole-4-carboxylic acid C1(CCCCC1)C#CC=1C=C(OC2=C(N=NN2)C(=O)O)C=CC1